C(C)(C)(C)C1=NC(=NO1)N1C(CN(CC1)CC=1C(=C(C=NC1)N1C(C2=CC=C(C=C2CC1)C)=O)C(F)(F)F)C 2-(5-((4-(5-(tert-butyl)-1,2,4-oxadiazol-3-yl)-3-methylpiperazin-1-yl)methyl)-4-(trifluoromethyl)pyridin-3-yl)-6-methyl-3,4-dihydroisoquinolin-1(2H)-one